O1CCC(=CC1)C1=CC(=NC2=CC(=CC=C12)C(=O)OC)C1=CC=C(C=C1)C(F)(F)F methyl 4-(3,6-dihydro-2H-pyran-4-yl)-2-(4-(trifluoromethyl)phenyl)quinoline-7-carboxylate